ClC1=C(C=CC=C1C1=NC=CC(=C1Cl)C1=NC(=C(C=C1)CNC[C@H]1NC(CC1)=O)OC)NC=1C(=C(CN2CC3(C2)CNC(C3)=O)C=CC1)F (S)-2-(3-((2-Chloro-3-(3'-chloro-6-methoxy-5-((((5-oxopyrrolidin-2-yl)methyl)amino)methyl)-[2,4'-bipyridin]-2'-yl)phenyl)amino)-2-fluorobenzyl)-2,6-diazaspiro[3.4]octan-7-one